COC(C1=C(C(=CC(=C1)F)[N+](=O)[O-])C(CC1=C(C=C(C=C1)C#N)F)=O)=O.C(#C)C1=CC2=COC=C2C=C1 5-ethynyl-isobenzofuran methyl-2-[2-(4-cyano-2-fluorophenyl)acetyl]-5-fluoro-3-nitrobenzoate